(6-fluoro-5-(trifluoromethoxy)-1H-indol-2-yl)methanone FC1=C(C=C2C=C(NC2=C1)C=O)OC(F)(F)F